N-((2S,4R)-2-(2,5-difluorophenyl)-1-((R)-10-((6-oxo-4-phenylpyrimidin-1(6H)-yl)methyl)-7-azaspiro[4.5]decane-7-carbonyl)piperidin-4-yl)acetamide FC1=C(C=C(C=C1)F)[C@H]1N(CC[C@H](C1)NC(C)=O)C(=O)N1CC2(CCCC2)[C@@H](CC1)CN1C=NC(=CC1=O)C1=CC=CC=C1